dimethyl-(E)-dihydroxy-2-(4-dimethylaminobenzylidene)malonimide CC=1C(=C(C(=C(C(=C2C(=O)NC2=O)O)C1)O)C)N(C)C